(2S)-2,5-diaminopentanoic acid N[C@H](C(=O)O)CCCN